FC1=C(O)C(=C(C(=C1F)O)F)F 2,3,5,6-tetrafluorohydroquinone